bis(2,4,6-trihydroxybenzoyl)benzene OC1=C(C(=O)C2=C(C=CC=C2)C(C2=C(C=C(C=C2O)O)O)=O)C(=CC(=C1)O)O